(3R,4R)-4-((7-(3,5-difluoropyridin-2-yl)-5-fluoropyrrolo[2,1-f][1,2,4]triazin-2-yl)amino)-1-(methylsulfonyl)piperidin-3-ol FC=1C(=NC=C(C1)F)C1=CC(=C2C=NC(=NN21)N[C@H]2[C@@H](CN(CC2)S(=O)(=O)C)O)F